C(C)(C)(C)C1=CC=C(C=C1)C(C=1C=C(C=CC1)NC(=O)C1=CC(=NN1)C(F)(F)F)NCC1CC1 N-(3-((4-(tert-butyl)phenyl)((cyclopropylmethyl)amino)methyl)phenyl)-3-(trifluoromethyl)-1H-pyrazole-5-carboxamide